9-azabicyclo[3.3.1]nonane-3-carboxylic acid C12CC(CC(CCC1)N2)C(=O)O